(S)-2-(4-(6-((6-carbamoyl-4-fluoropyridin-3-yl)methoxy)-5-fluoropyridin-2-yl)-2,5-difluorobenzyl)-4-fluoro-1-(oxetan-2-ylmethyl)-1H-benzo[d]imidazole-6-carboxylic acid C(N)(=O)C1=CC(=C(C=N1)COC1=C(C=CC(=N1)C1=CC(=C(CC2=NC3=C(N2C[C@H]2OCC2)C=C(C=C3F)C(=O)O)C=C1F)F)F)F